C(C)OC(C1=NC(=CC=C1OCC)C1=CC=C(C=C1)F)=O 3-ethoxy-6-(4-fluorophenyl)picolinic acid ethyl ester